N,N-Dimethyl-1-{4-[5-(trifluoromethyl)-1,2,4-oxadiazol-3-yl]benzyl}-1H-1,2,4-triazol-3-amin CN(C1=NN(C=N1)CC1=CC=C(C=C1)C1=NOC(=N1)C(F)(F)F)C